sodium hydroxypropanoate OC(C(=O)[O-])C.[Na+]